FC1CC(C1)N1N=C(C=C1)C=1N=CC(=NC1OC1CCN(CC1)C)N 5-((3-fluorocyclobutyl)-1H-pyrazol-3-yl)-6-((1-methylpiperidin-4-yl)oxy)pyrazin-2-amine